C1(=CC=CC=C1)C1=NC(=NC(=N1)C1=CC=CC=C1)C1=CC(=C(C=C1)C=1C(=CC=CC1)C1=CC=CC=C1)C=1C2=CC=CC=C2C=C2C=CC=CC12 4,6-Diphenyl-2-[2-(anthracen-9-yl)-1,1':2',1''-terphenyl-4-yl]-1,3,5-triazine